OC1CCC=C1CCCCC 5-Hydroxy-1-pentylcyclopent-1-ene